FC1=CC(=C2C=C(NC(C2=C1)=O)CCC(=O)N1CCN(CC1)C1=CC=C(C#N)C=C1)C 4-(4-(3-(7-fluoro-5-methyl-1-oxo-1,2-dihydroisoquinolin-3-yl)propionyl)piperazin-1-yl)benzonitrile